FC(OCC1(CC1)NC(=O)C1=C(OC2=C1C=C(C=C2)OCC2=C(N=CS2)C)C)F N-(1-((difluoromethoxy)methyl)cyclopropyl)-2-methyl-5-((4-methylthiazol-5-yl)methoxy)benzofuran-3-carboxamide